(5'S,7a'S)-5'-(3-fluorophenyl)-1-(3-fluoropyrazolo[1,5-a]pyrimidin-7-yl)tetrahydro-3'H-spiro[piperidine-4,2'-pyrrolo[2,1-b][1,3]oxazol]-3'-one FC=1C=C(C=CC1)[C@@H]1CC[C@@H]2OC3(C(N21)=O)CCN(CC3)C3=CC=NC=2N3N=CC2F